CC1(OB(OC1(C)C)C=1SC(=CC1)C(F)(F)F)C 4,4,5,5-tetramethyl-2-(5-(trifluoromethyl)thiophen-2-yl)-1,3,2-dioxaborolan